NCC(C1=CC(O)=C(O)C=C1)=O dopamine-one